CC([C@@H](C(=O)O)N(C(=O)OC1COCC1)C)C (2S)-3-methyl-2-[methyl-[(oxolan-3-yloxy)carbonyl]amino]butanoic acid